FC(CN1N=NC2=C1C=C(C=C2F)C=2C=CN1N=C(N=C(C12)OC)NC1CCN(CC1)C1(COC1)C)F 5-(1-(2,2-difluoroethyl)-4-fluoro-1H-benzo[d][1,2,3]triazol-6-yl)-4-methoxy-N-(1-(3-methyloxetan-3-yl)piperidin-4-yl)pyrrolo[2,1-f][1,2,4]triazin-2-amine